C(C1=CC=CC=C1)OC=1C(=C(OCC=O)C=CC1OCC1=CC=CC=C1)OCOC [3,4-Bis(benzyloxy)-2-methoxymethoxyphenoxy]acetaldehyde